3-(2,6-di((Z)-hexadec-7-en-1-yl)morpholino)propyl 3-(dimethylamino)propanoate CN(CCC(=O)OCCCN1CC(OC(C1)CCCCCC\C=C/CCCCCCCC)CCCCCC\C=C/CCCCCCCC)C